OCOC(C1=CC=CC=C1)=O O-hydroxymethylbenzoic acid